Benzyl (4S)-2,2,6-trimethyl-4-[(2S)-2-(6-methylheptanamido)-3-phenylpropanamido]-3-oxoheptanoate CC(C(=O)OCC1=CC=CC=C1)(C([C@H](CC(C)C)NC([C@H](CC1=CC=CC=C1)NC(CCCCC(C)C)=O)=O)=O)C